CNC(=O)C1=C(OC2=NC(=NC=C2C(F)(F)F)NC=2C=C3CCN(CC3=CC2)C(=O)OC(C)(C)C)C=CC=C1 Tert-butyl 6-((4-(2-(methylcarbamoyl) phenoxy)-5-(trifluoromethyl) pyrimidin-2-yl) amino)-3,4-dihydroisoquinoline-2(1H)-carboxylate